2-((4-(7-bromo-1H-indazol-3-yl)-5-(trifluoromethyl)pyrimidin-2-yl)amino)propan-1-ol BrC=1C=CC=C2C(=NNC12)C1=NC(=NC=C1C(F)(F)F)NC(CO)C